cyanamidoimidazole N(C#N)C=1NC=CN1